FC(C(=O)O)(F)F.FC(C(=O)O)(F)F.N1(CCNCC1)C=1C(NC2=CC=CC=C2C1)=O 3-(piperazin-1-yl)quinolin-2(1H)-one ditrifluoroacetate